tert-Butyl 3-benzyl-1,5-dimethyl-3,8-diazabicyclo[3.2.1]oct-6-ene-8-carboxylate C(C1=CC=CC=C1)N1CC2(C=CC(C1)(N2C(=O)OC(C)(C)C)C)C